NCCNCCNCCNCCNCCNCCN N1-(2-aminoethyl)-N2-(2-((2-((2-((2-aminoethyl)amino)ethyl)amino)ethyl)amino)ethyl)ethane-1,2-diamine